3-(3-((1-(2,6-dioxopiperidin-3-yl)-2,5-dioxo-2,5-dihydro-1H-pyrrol-3-yl)amino)phenyl)-3-phenyl-N-(3-(trifluoromethyl)phenyl)propanamide O=C1NC(CCC1N1C(C(=CC1=O)NC=1C=C(C=CC1)C(CC(=O)NC1=CC(=CC=C1)C(F)(F)F)C1=CC=CC=C1)=O)=O